Benzyl-7-fluoro-2-oxa-5-azabicyclo[4.1.0]heptane-5-carboxylate C(C1=CC=CC=C1)OC(=O)N1CCOC2C(C12)F